ClC=1C(=C2C=NNC2=CC1F)OC1=NC=CC2=C1N=C(N=C2N2CCN(CC2)C(C=C)=O)O[C@@H]2CN(C[C@H]2OC)C([2H])([2H])[2H] 1-[4-(8-[(5-chloro-6-fluoro-1H-indazol-4-yl)oxy]-2-{[(3R,4R)-4-methoxy-1-(2H3)methylpyrrolidin-3-yl]oxy}pyrido[3,4-d]pyrimidin-4-yl)piperazin-1-yl]prop-2-en-1-one